BrC1=CC2=C(N(N=C2C(=C1)F)C)C(CO)C 2-(5-bromo-7-fluoro-2-methyl-2H-indazol-3-yl)propan-1-ol